2-[7-[[5-(trifluoromethyl)-1H-pyrazol-3-yl]methyl]-2,7-diazaspiro[3.5]nonane-2-carbonyl]-2,5-diazaspiro[3.4]octan-6-one FC(C1=CC(=NN1)CN1CCC2(CN(C2)C(=O)N2CC3(C2)NC(CC3)=O)CC1)(F)F